CC=1N=C(C2=C(N1)C(=NC(=C2)P2(CCN(CC2)C(C)=O)=O)C)N[C@H](C)C2=C(C(=CC=C2)C(F)(F)F)C (R)-1-(4-(2,8-dimethyl-4-((1-(2-methyl-3-(trifluoromethyl)phenyl)ethyl)amino)pyrido[3,4-d]pyrimidin-6-yl)-4-oxido-1,4-azaphosphinan-1-yl)ethan-1-one